4-(difluoro(4'-(trifluoromethoxy)-[1,1'-biphenyl]-4-yl)methyl)-1H-1,2,3-triazole-5-carboxylic acid 2,2,2-trifluoroacetate FC(C(=O)O)(F)F.FC(C=1N=NNC1C(=O)O)(C1=CC=C(C=C1)C1=CC=C(C=C1)OC(F)(F)F)F